C(C)(C)C1=C(C=CC=C1)C=1N=CC2=C(N1)C(=CN2)OC2=CC=C(C=C2)C=2N(C=C(N2)C(F)(F)F)C 2-(2-isopropylphenyl)-7-[4-[1-methyl-4-(trifluoromethyl)imidazol-2-yl]phenoxy]-5H-pyrrolo[3,2-d]pyrimidine